Lithium Phosphorus [P].[Li]